FC1=CC=C(C=C1)[C@@H](C([2H])([2H])O)NC1=CC(=NC=C1C1=NC(=NO1)C12CCN(CC1)CC2)NC2=CC=C1C(=N2)C(NC1=O)(C)C (S)-2-((4-((1-(4-fluorophenyl)-2-hydroxyethyl-2,2-d2)amino)-5-(3-(quinuclidin-4-yl)-1,2,4-oxadiazol-5-yl)pyridin-2-yl)amino)-7,7-dimethyl-6,7-dihydro-5H-pyrrolo[3,4-b]pyridin-5-one